N1CCC(CC1)CN1CCC(CC1)C1=CC=C(NC2C(NC(CC2)=O)=O)C=C1 3-[4-[1-(4-piperidylmethyl)-4-piperidyl]anilino]piperidine-2,6-dione